1-(3-(5-chloro-3-(4-(trifluoromethyl)phenyl)-1H-pyrazolo[3,4-b]pyridin-1-yl)pyrrolidin-1-yl)prop-2-en-1-one ClC=1C=C2C(=NC1)N(N=C2C2=CC=C(C=C2)C(F)(F)F)C2CN(CC2)C(C=C)=O